NC=1N=NC(=CC1N1CC2CCC(C1)N2C=2C=CC(=NC2)OCC2CCN(CC2)C2CC1(C2)CC(C1)C(=O)OC)C1=C(C=CC=C1)O methyl 2-[4-[[5-[3-[3-amino-6-(2-hydroxyphenyl)pyridazin-4-yl]-3,8-diazabicyclo[3.2.1]octan-8-yl]-2-pyridyl]oxymethyl]-1-piperidyl]spiro[3.3]heptane-6-carboxylate